1-hydroxy-benzotriazole hydrate O.ON1N=NC2=C1C=CC=C2